(3R)-3-(2-methyl-1,3-thiazol-5-yl)-3-[1-(trifluoromethyl)cyclopropyl]propanoic acid CC=1SC(=CN1)[C@H](CC(=O)O)C1(CC1)C(F)(F)F